P(=O)(O)(O)O.O1C(=NC2=C1C=CC=C2)NC2=NC1=C(N2C)C=CC(=C1)C(=O)NCCOCCO [(1,3-benzoxazol-2-yl)amino]-N-[2-(2-hydroxyethoxy)ethyl]-1-methyl-1H-benzimidazole-5-carboxamide monophosphate